5-cyano-2-furanic acid C(#N)C1=CC=C(O1)C(=O)O